N-(5-(4-bromobenzo[d]oxazol-2-yl)-8-(methylamino)-2,7-naphthyridin-3-yl)cyclopropanecarboxamide BrC1=CC=CC2=C1N=C(O2)C2=C1C=C(N=CC1=C(N=C2)NC)NC(=O)C2CC2